Tert-butyl (3aR,7aS)-tetrahydro-[1,3,2]dioxathiolo[4,5-c]pyridine-5(4H)-carboxylate 2,2-dioxide O1S(O[C@@H]2CN(CC[C@@H]21)C(=O)OC(C)(C)C)(=O)=O